isonicotinoyl chloride HCl salt Cl.C(C1=CC=NC=C1)(=O)Cl